1-(5-(((1R,5S)-8-(pyridin-3-ylmethyl)-3,8-diazabicyclo[3.2.1]octan-3-yl)methyl)pyrazolo[1,5-a]pyridin-3-yl)dihydropyrimidine-2,4(1H,3H)-dione N1=CC(=CC=C1)CN1[C@H]2CN(C[C@@H]1CC2)CC2=CC=1N(C=C2)N=CC1N1C(NC(CC1)=O)=O